CN1N=CC2=C1CCOC2 1-methyl-4H,6H,7H-pyrano[4,3-c]pyrazole